2-(benzylamino)-3,3-difluoro-4-methylpentanenitrile C(C1=CC=CC=C1)NC(C#N)C(C(C)C)(F)F